5-(2-hydroxyphenyl)isoxazole OC1=C(C=CC=C1)C1=CC=NO1